N-(4-(5-(2-(4-fluoropiperidin-1-yl)-6-methylpyrimidin-4-yl)-1,3,4-oxadiazol-2-yl)-3-(6-azaspiro[2.5]oct-6-yl)phenyl)-2-hydroxyethanesulphonamide FC1CCN(CC1)C1=NC(=CC(=N1)C1=NN=C(O1)C1=C(C=C(C=C1)NS(=O)(=O)CCO)N1CCC2(CC2)CC1)C